C(#N)CCOP(N(C(C)C)C(C)C)Cl (2-cyanoethyl)(N,N-diisopropyl)chlorophosphoroamidite